BrC1=C(C=C2C(=NC(=NC2=C1F)OCC1(CC1)CN(C)C)N1CC2CCC(C1)N2C(=O)OC(C)(C)C)F tert-butyl 3-(7-bromo-2-((1-((dimethylamino)methyl)cyclopropyl)methoxy)-6,8-difluoroquinazolin-4-yl)-3,8-diazabicyclo[3.2.1]octane-8-carboxylate